2-(5-fluoro-2-pyridinyl)-5-methyl-3-(6-methyl-1H-pyrazolo[3,4-b]pyridin-4-yl)-6,7-dihydro-5H-pyrazolo[5,1-b][1,3]oxazine FC=1C=CC(=NC1)C1=NN2C(OC(CC2)C)=C1C1=C2C(=NC(=C1)C)NN=C2